COC1=CC=C(C=C1)CNC(=O)C1C(C(CC1)=O)=O N-[(4-methoxyphenyl)methyl]-5-oxooxocyclopentane-2-carboxamide